FC1=C(C(=CC=C1)F)C1=NC=2C(=NNC2C=2C=C(N=CC2N1)C=1C=NC(=CC1)C(F)(F)F)C 8-(2,6-difluorophenyl)-5-methyl-13-[6-(trifluoromethyl)-3-pyridyl]-3,4,7,9,12-pentazatricyclo[8.4.0.02,6]tetradeca-1(10),2(6),4,7,11,13-hexaene